F[C@@H]\1[C@@]2(C[C@H]([C@H](C/C1=C\C1=CC=C(N=N1)C1=C(C=C(C=C1)N1C=NC=C1)O)N2)OC)C 2-(6-((E)-((1S,2S,5S,6R)-2-fluoro-6-methoxy-1-methyl-8-azabicyclo[3.2.1]octan-3-ylidene)methyl)pyridazin-3-yl)-5-(1H-imidazol-1-yl)phenol